C1SSC=2C=CC=3C=C4C=C5C=C6C=CC=CC6=CC5=CC4=CC3C21 dithiolopentacene